FC(C=1C=CC2=C(N=C(O2)C2=C3C=C(N=CC3=C(N=C2)NC)C2(CC2)C(=O)N)C1)F (5-(5-(difluoromethyl)benzo[d]oxazol-2-yl)-8-(methylamino)-2,7-naphthyridin-3-yl)cyclopropanecarboxamide